[3-Nitro-1-(2-trimethylsilanyl-ethoxymethyl)-1H-pyrazol-4-yl]-methanol [N+](=O)([O-])C1=NN(C=C1CO)COCC[Si](C)(C)C